2-{3-[1-carboxy-5-(4-[125I]iodo-benzoylamino)-pentyl]-ureido}-pentanedioic acid C(=O)(O)C(CCCCNC(C1=CC=C(C=C1)[125I])=O)NC(NC(C(=O)O)CCC(=O)O)=O